N-((5-bromothiophen-2-yl)methyl)cyclopropanamine BrC1=CC=C(S1)CNC1CC1